C(CCCCCCC)(=O)OC(CCCCCCC)=O Caprylyl Ether